5-(2-bromoethoxy)-2-(1-((tert-butyldimethylsilyl)oxy)ethyl)pyrimidine BrCCOC=1C=NC(=NC1)C(C)O[Si](C)(C)C(C)(C)C